C(CCC)C=1N(C(=C(N1)Cl)C(=O)O)CC1=CC=C(C=C1)C1=C(C=CC(=C1)N1CCC2=CC=CC=C12)C1=NOC(N1)=O 2-butyl-4-chloro-1-((5'-(indolin-1-yl)-2'-(5-oxo-4,5-dihydro-1,2,4-oxadiazol-3-yl)-[1,1'-biphenyl]-4-yl)methyl)-1H-imidazole-5-carboxylic Acid